1-(dimethoxymethyl)-4-aminobenzene COC(C1=CC=C(C=C1)N)OC